diglycine copper [Cu].NCC(=O)O.NCC(=O)O